(R)-6-((4-cyclopropoxypyrimidin-5-yl)methyl)-N-(3-((3-(dimethylamino)pyrrolidin-1-yl)methyl)-5-(trifluoromethyl)phenyl)-4,5,6,7-tetrahydrothieno[2,3-c]pyridine-3-carboxamide C1(CC1)OC1=NC=NC=C1CN1CC2=C(CC1)C(=CS2)C(=O)NC2=CC(=CC(=C2)C(F)(F)F)CN2C[C@@H](CC2)N(C)C